CN1N=C2N=CC(=CC2=C1)C(C=CC1CC2(COC2)C1)=O 1-(2-methyl-2H-pyrazolo[3,4-b]pyridin-5-yl)-3-(2-oxaspiro[3.3]heptan-6-yl)prop-2-en-1-one